C(#N)C1=CC=C(C=C1)[C@H](C)NC(=O)[C@H]1N(C[C@@H](C1)O)C(=O)[C@@H](C(C)C)C1=CC(=NO1)OC(=O)N1CCNCC1 [5-[(1S)-1-[(2S,4R)-2-[[(1S)-1-(4-cyanophenyl)ethyl]carbamoyl]-4-hydroxy-pyrrolidine-1-carbonyl]-2-methyl-propyl]isoxazol-3-yl]piperazine-1-carboxylate